CN(C1CC2(CN(C2)C(=O)C2=NNC=C2)C1)C=1C2=C(N=CN1)NC=C2 (6-(Methyl(7H-pyrrolo[2,3-d]pyrimidin-4-yl)amino)-2-azaspiro[3.3]heptan-2-yl)(1H-pyrazol-3-yl)methanon